ClC1=C(C=CC=C1OC1=CC=C(C=C1)C(F)(F)F)C1=CC(N(C=C1)C(C)C1CCN(CC1)C(=O)OC(C)(C)C)=O tert-butyl 4-(1-(4-(2-chloro-3-(4-(trifluoromethyl)phenoxy)phenyl)-2-oxopyridin-1(2H)yl)ethyl)piperidine-1-carboxylate